3-(5-((6-aminohexyl)amino)-2-methyl-4-oxoquinazolin-3(4H)-yl)piperidine NCCCCCCNC1=C2C(N(C(=NC2=CC=C1)C)C1CNCCC1)=O